5-((1-(4-(1-Methylazetidin-3-yl)phenyl)-1H-imidazol-4-yl)amino)pyrazine-2-carbonitrile CN1CC(C1)C1=CC=C(C=C1)N1C=NC(=C1)NC=1N=CC(=NC1)C#N